C(C)OC([C@H]([C@H](CC)C)NC(=S)[S-])=O.[Na+].CC=1N=CN(C1CS(=O)C1=CC=C(N)C=C1)CCC 4-(((4-methyl-1-propyl-1H-imidazol-5-yl)methyl)sulfinyl)aniline Sodium ((2S,3S)-1-ethoxy-3-methyl-1-oxopentan-2-yl)carbamodithioate